C(=O)[O-].[NH2+]1CCNCC1 1-azapiperazinium formate